ethyl 6-bromo-8-methyl-imidazo[1,2-a]pyrazine-2-carboxylate BrC=1N=C(C=2N(C1)C=C(N2)C(=O)OCC)C